(R)-5-(1-(6-(2-hydroxy-2-(3-(trifluoromethyl)phenyl)acetyl)-4-oxo-4,5,6,7,8,9-hexahydro-3H-pyrimido[5,4-c]azepin-2-yl)cyclopropyl)-N,N-dimethylthiophene-3-carboxamide O[C@@H](C(=O)N1CC2=C(CCC1)N=C(NC2=O)C2(CC2)C2=CC(=CS2)C(=O)N(C)C)C2=CC(=CC=C2)C(F)(F)F